beta-hydroxy-l-tyrosine OC([C@H](N)C(=O)O)C1=CC=C(C=C1)O